C(C)OC1=C(C=C(C=C1)C=CC(=O)O)OC 3-(4-ethoxy-3-methoxyphenyl)-2-propenoic acid